1-(1-(6-(pyrrolidin-1-yl)pyrazin-2-yl)-1H-pyrazol-4-yl)ethan-1-one N1(CCCC1)C1=CN=CC(=N1)N1N=CC(=C1)C(C)=O